CS(=O)(=O)OCCN(C)C1=C(C=C(C(=C1)Cl)F)[N+](=O)[O-] 2-[(5-chloro-4-fluoro-2-nitrophenyl)(methyl)amino]ethyl methanesulfonate